4-Hydroxy-3-methoxy-5-nitrobenzoic acid methyl ester COC(C1=CC(=C(C(=C1)[N+](=O)[O-])O)OC)=O